(R)-1-((1R,3R)-1-(2,6-difluoro-4-((1-(3-fluoropropyl)azetidin-3-yl)oxy)phenyl)-3-methyl-1,3,4,9-tetrahydro-2H-pyrido[3,4-b]indol-2-yl)propan-2-ol FC1=C(C(=CC(=C1)OC1CN(C1)CCCF)F)[C@H]1N([C@@H](CC2=C1NC1=CC=CC=C21)C)C[C@@H](C)O